N1CC(C1)C1=CC(=C2CN(C(C2=C1)=O)CC1=CC=C(C=C1)OC)C(F)(F)F 6-(azetidin-3-yl)-2-(4-methoxybenzyl)-4-(trifluoromethyl)isoindolin-1-one